C(CCCCCCCCCC)(=O)OCCN(C(C=CC(NCCOCCN(C)C)=O)=O)CCOC(CCCCCCCCCC)=O 2-methyl-9,12-dioxo-13-{2-[(1-oxoundecyl) oxy] ethyl}-5-oxa-2,8,13-triazapentadec-10-en-15-yl undecanoate